ethyl 4,4-dimethyl-4,5,6,7-tetrahydropyrazolo[1,5-a]pyridine-2-carboxylate CC1(C=2N(CCC1)N=C(C2)C(=O)OCC)C